ClC=1C(=NC(=NC1)N[C@H]1[C@@H](CN(CC1)C(C)=O)O)C1=CC2=C(N=C3N2CCCN3C)C(=C1)F 1-((3R,4R)-4-((5-chloro-4-(9-fluoro-1-methyl-1,2,3,4-tetrahydrobenzo[4,5]imidazo[1,2-a]pyrimidin-7-yl)pyrimidin-2-yl)amino)-3-hydroxypiperidin-1-yl)ethan-1-one